S1C=NC2=C1C=CC(=C2)NC2=CC=NC1=CC=C(C=C21)C=2C=CC(=C(C#N)C2)N2CCCC2 5-(4-(benzo[d]thiazol-5-ylamino)quinolin-6-yl)-2-(pyrrolidin-1-yl)benzonitrile